methyl-N6-(pyridin-2-yl)-2,7-naphthyridine-1,6-diamine CC=1N=C(C2=CN=C(C=C2C1)NC1=NC=CC=C1)N